3-(3',5'-Bis(trifluoromethyl)-[1,1'-biphenyl]-4-yl)-6-chloro-1-hydroxy-7-methoxy-2-methylquinolin-4(1H)-one FC(C=1C=C(C=C(C1)C(F)(F)F)C1=CC=C(C=C1)C1=C(N(C2=CC(=C(C=C2C1=O)Cl)OC)O)C)(F)F